3-(1,2,2-trifluoroethyl)piperidin-3-amine FC(C(F)F)C1(CNCCC1)N